(S)-2-(2-(3-(3-chloropyridin-2-yloxy)pyrrolidin-1-yl)-5-(2-ethylphenylsulfonyl)phenyl)ethane ClC=1C(=NC=CC1)O[C@@H]1CN(CC1)C1=C(C=C(C=C1)S(=O)(=O)C1=C(C=CC=C1)CC)CC